2-[2-(2-hydroxyl-ethoxy)ethoxycarbonyl]benzoic acid OCCOCCOC(=O)C1=C(C(=O)O)C=CC=C1